3-{1-[N-methyl-5-(4,5-difluoro-1H-indole-2-carbonyl)-4H,5H,6H,7H-pyrazolo[1,5-a]pyrazine-3-amido]cyclopropyl}benzoic acid CN(C(=O)C=1C=NN2C1CN(CC2)C(=O)C=2NC1=CC=C(C(=C1C2)F)F)C2(CC2)C=2C=C(C(=O)O)C=CC2